N-[(6-Amino-2-pyridyl)sulfonyl]-6-[6-(diethylamino)-2-pyridyl]-2-(2,2,4-trimethylpyrrolidin-1-yl)pyridin-3-carboxamid NC1=CC=CC(=N1)S(=O)(=O)NC(=O)C=1C(=NC(=CC1)C1=NC(=CC=C1)N(CC)CC)N1C(CC(C1)C)(C)C